(2R,5S)-5-(aminomethyl)-2-(2-naphthyl)-1,4-thiazepan-3-one NC[C@H]1NC([C@H](SCC1)C1=CC2=CC=CC=C2C=C1)=O